2-methoxy-1,2,3,4-tetrahydroacridine COC1CC2=CC3=CC=CC=C3N=C2CC1